2-{3-[(3ar,7ar)-octahydro-2H-pyrrolo[3,4-c]pyridin-2-yl]-1,2,4-triazin-6-yl}-5-(1H-pyrazol-4-yl)phenol tri-hydrochloride Cl.Cl.Cl.C1N(C[C@H]2CNCC[C@H]21)C=2N=NC(=CN2)C2=C(C=C(C=C2)C=2C=NNC2)O